MenthanCarboxamid C1(CC(C(CC1)C(C)C)C(=O)N)C